(1-((1H-1,2,4-triazol-5-yl)sulfonyl)azetidin-3-yl)(4-(7-fluoroquinolin-4-yl)piperazin-1-yl)methanone N1N=CN=C1S(=O)(=O)N1CC(C1)C(=O)N1CCN(CC1)C1=CC=NC2=CC(=CC=C12)F